Cl.C(C1=CC=CC=C1)[N+]1=CSC(=C1C)CCO 3-Benzyl-5-(2-Hydroxyethyl)4-methyl-thiazolium hydrochloride